(R)-2-(pyrrolidin-3-yl)propan-2-ol threoninate N[C@@H]([C@H](O)C)C(=O)OC(C)(C)[C@H]1CNCC1